N-[(4-{[2-(morpholin-4-yl)phenyl]sulfamoyl}phenyl)methyl]-1H-pyrrolo[3,2-c]pyridine-2-carboxamide N1(CCOCC1)C1=C(C=CC=C1)NS(=O)(=O)C1=CC=C(C=C1)CNC(=O)C1=CC=2C=NC=CC2N1